isostearyl erucate (ISOSTEARYL ERUCATE) C(CCCCCCCCCCCCCCC(C)C)C(C(=O)O)CCCCCCCCCC\C=C/CCCCCCCC.C(CCCCCCCCCCC\C=C/CCCCCCCC)(=O)OCCCCCCCCCCCCCCCC(C)C